(+)-1-((2-((4-hydroxy-2-(3-(trifluoromethyl)phenyl)butan-2-yl)amino)-1H-benzo[d]imidazol-4-yl)methyl)-3-methylurea OCCC(C)(C1=CC(=CC=C1)C(F)(F)F)NC1=NC2=C(N1)C=CC=C2CNC(=O)NC